FC1=CC=C(C=C1)S(=O)(=O)N1CC2=C(C1)CN(C2)C([C@@H](CC)C=2N=C(SC2)C)=O (2S)-1-[5-(4-fluorobenzenesulfonyl)-1H,2H,3H,4H,5H,6H-pyrrolo[3,4-c]pyrrol-2-yl]-2-(2-methyl-1,3-thiazol-4-yl)butan-1-one